Tert-butyl (E)-(4-(2-oxo-2-((3-(4-(4-(3-(pyridin-3-yl)acrylamido)butyl)piperidine-1-carbonyl)phenyl)amino)ethyl)phenyl)carbamate O=C(CC1=CC=C(C=C1)NC(OC(C)(C)C)=O)NC1=CC(=CC=C1)C(=O)N1CCC(CC1)CCCCNC(\C=C\C=1C=NC=CC1)=O